C1(=CC=CC=C1)/C(=C(/CC)\C1=CC=CC=C1)/C1=CC=C(C=C1)/C=C/C(=O)O (2e)-3-(4-((1e)-1,2-diphenylbut-1-enyl)phenyl)acrylic acid